[4-Fluoro-3-(7-morpholin-4-yl-quinazolin-4-yl)-phenyl]-(3-methyl-3H-imidazo[4,5-c]-pyridin-4-yl)methanol FC1=C(C=C(C=C1)C(O)C1=NC=CC2=C1N(C=N2)C)C2=NC=NC1=CC(=CC=C21)N2CCOCC2